C(C)(C)OC1=C(C(=CC=C1)OC)B(O)O (2-isopropoxy-6-methoxyphenyl)boronic acid